C(C)(CC)C1(NC(=NC(=N1)NC1=CC=NC=C1)C1=CC=CC=C1)N 2-sec-butyl-6-phenyl-N4-(pyridin-4-yl)-1,3,5-triazine-2,4-diamine